hydroxyimidazo[1,2-a]pyridine-3-carboxylate OC=1N=C2N(C=CC=C2)C1C(=O)[O-]